methacryloyloxymethyltri(trimethylsiloxy)silane (Tris(trimethylsilyloxy) silylmethyl 2-methylprop-2-enoate) C[Si](O[Si](O[Si](C)(C)C)(O[Si](C)(C)C)CC=C(C(=O)O)C)(C)C.C(C(=C)C)(=O)OC[Si](O[Si](C)(C)C)(O[Si](C)(C)C)O[Si](C)(C)C